O(C1=CC=CC=C1)CCCNCC1CCN(CC1)CCCOC1=CC=CC=C1 N-(3-Phenoxypropyl)-N-{[1-(3-phenoxypropyl)-4-piperidinyl]methyl}amin